8-[[(1R)-1-[3,6-Dimethyl-4-oxo-2-(3-pyridyl)chromen-8-yl]ethyl]amino]-3,4-dihydro-2H-isoquinolin-1-one CC1=C(OC2=C(C=C(C=C2C1=O)C)[C@@H](C)NC=1C=CC=C2CCNC(C12)=O)C=1C=NC=CC1